OC1=C(C=CC(=C1)C(F)(F)F)C1=NN=C(C=2CCCCC12)N[C@H]1CN(CCC1)C(=O)OC(C)(C)C tert-butyl (3R)-3-[[4-[2-hydroxy-4-(trifluoromethyl)phenyl]-5,6,7,8-tetrahydrophthalazin-1-yl]amino]piperidine-1-carboxylate